2-cyclobutyl-6-(2-fluorophenyl)-N4-(3-(methylsulfonyl)phenyl)-1,3,5-triazine-2,4-diamine C1(CCC1)C1(NC(=NC(=N1)NC1=CC(=CC=C1)S(=O)(=O)C)C1=C(C=CC=C1)F)N